C(C)OC(CCCC)=O.I[Zn] iodozinc ethyl-valerate